OCCOCCO mono(2-hydroxyethyl) ether